C(N)(=O)C=1C(=CC2=CN(N=C2C1)C1CCC(CC1)CO)NC(OC(C)(C)C)=O Tert-butyl N-[6-carbamoyl-2-[4-(hydroxymethyl)cyclohexyl]indazol-5-yl]carbamate